Pentanol C(CCCC)O